4-(diethylamino)benzeneboronic acid C(C)N(C1=CC=C(C=C1)B(O)O)CC